C1(CC1)CNC(C)C=1N(N=CN1)C1=NC=NC(=C1)C1=NC=CC=C1 N-(cyclopropylmethyl)-1-[2-[6-(2-pyridyl)pyrimidin-4-yl]-1,2,4-triazol-3-yl]eth-anamine